1-((thioureidoimino)methyl)-4-(p-trifluoromethylphenyl)benzene N(C(=S)N)N=CC1=CC=C(C=C1)C1=CC=C(C=C1)C(F)(F)F